FC(C1CC(C1)N1N=CC(=C1)C1=NC2=CC=CC=C2N=C1)(F)F 2-(1-((1r,3r)-3-(trifluoromethyl)cyclobutyl)-1H-pyrazol-4-yl)quinoxaline